beta-thionaphthol C1=CC=C2C=C(C=CC2=C1)S